O(C1=CC=CC=C1)C1=NC=CC(=C1)C(F)(F)F 2-phenoxy-4-trifluoromethyl-pyridine